(4-fluoro-1-methyl-1H-indazol-5-yl)oxazol-2(3H)-one FC1=C2C=NN(C2=CC=C1N1C(OC=C1)=O)C